BrC1=CC=2C3=C(C(NC3=C1)=O)C=CC2 7-bromo-1H-benzo[ct]indol-2-one